4-(3-chlorophenyl)-N-(3-nitrophenyl)thiazol-2-amine ClC=1C=C(C=CC1)C=1N=C(SC1)NC1=CC(=CC=C1)[N+](=O)[O-]